(2S)-2-(2-chlorophenyl)-3-hydroxy-1-[2-[1-(2,2,2-trifluoroethyl)pyrazol-4-ylsulfonyl]-4H,6H-pyrrolo[3,4-c]pyrazol-5-yl]propan-1-one ClC1=C(C=CC=C1)[C@H](C(=O)N1CC2=NN(C=C2C1)S(=O)(=O)C=1C=NN(C1)CC(F)(F)F)CO